phosphovalerate P(=O)(=O)C(C(=O)[O-])CCC